CC(CCCCCCCCCC)CCCCCCCCCC 11-Methylheneicosane